C(C)(C)(C)OC(=O)N1CC[C@H]2[C@@H]1CN(CC2)C(=O)C2=CC1=C(NC(N1)(C)C1=CC=3C(=NC=CC3)N1CC)C(=C2)OC (3aS,7aR)-6-(2-{1-ethyl-1H-pyrrolo[2,3-b]pyridin-2-yl}-7-methoxy-2-methyl-1H-1,3-benzodiazole-5-carbonyl)-octahydro-1H-pyrrolo[2,3-c]pyridine-1-carboxylic acid tert-butyl ester